C12(C(=O)CC(CC1)C2(C)C)CS(=O)(=O)[O-].C(C)(=O)C2=C(C=C(C=C2)SC2=CC=C(C=C2)[S+](C2=CC=C(C=C2)SC2=CC(=C(C=C2)C(C)=O)C)C2=CC=C(C=C2)SC2=CC(=C(C=C2)C(C)=O)C)C tris[4-(4-acetyl-3-methylphenylthio)phenyl]sulfonium 10-camphorsulfonate